BrC1=CC(=CC=2N1N=C(C2)CO)C2CC2 (7-bromo-5-cyclopropylpyrazolo[1,5-a]pyridin-2-yl)methanol